FC=1C(=NC=CC1)C1=C(C=C2C=C(N=CC2=C1)C1CN(CC1)C(C=C)=O)OC 7-(3-Fluoropyridin-2-yl)-6-methoxy-3-[1-(prop-2-enoyl)pyrrolidin-3-yl]isoquinolin